S(=O)(=O)(O)C(C(=O)OCC(CCCC)CC)CC(=O)OCC(CCCC)CC Bis(2-ethylhexyl) sulfosuccinat